(3R,5S,6R)-3-azido-6-((R)-1-(benzyl((benzyloxy)carbonyl)amino)ethyl)-5-(benzyloxy)tetrahydro-2H-pyran-2-yl (E)-2,2,2-trifluoro-N-phenylacetimidate FC(/C(/OC1O[C@@H]([C@H](C[C@H]1N=[N+]=[N-])OCC1=CC=CC=C1)[C@@H](C)N(C(=O)OCC1=CC=CC=C1)CC1=CC=CC=C1)=N\C1=CC=CC=C1)(F)F